(6-(1-Ethylazetidin-3-yl)pyridazin-3-yl)-5-(7-methoxy-2-methyl-2H-pyrazolo[4,3-b]pyridin-5-yl)phenol hydrochloride Cl.C(C)N1CC(C1)C1=CC=C(N=N1)C1=C(C=C(C=C1)C=1C=C(C=2C(N1)=CN(N2)C)OC)O